ClC1=C(CN2N=C(N=C2)C(=O)N[C@H]2C=3N(C4=C(CC2)C=CC=C4)C(N(N3)C)=O)C(=CC=C1)Cl |r| (±)-1-(2,6-Dichlorobenzyl)-N-(2-methyl-1-oxo-2,4,5,6-tetrahydro-1H-benzo[f][1,2,4]triazolo[4,3-a]azepin-4-yl)-1H-1,2,4-triazole-3-carboxamide